OC(CC(C(=O)O)=O)C(CO)O 4,5,6-trihydroxy-2-oxohexanoic acid